(S)-benzyl 2-(2,6-dichloro-4-(1,2,3,4-tetrahydroisoquinoline-2-carbonyl)benzamido)-3-(3-((R)-2,3-dihydro-1H-inden-1-yl)ureido)propanoate ClC1=C(C(=O)N[C@H](C(=O)OCC2=CC=CC=C2)CNC(=O)N[C@@H]2CCC3=CC=CC=C23)C(=CC(=C1)C(=O)N1CC2=CC=CC=C2CC1)Cl